3,4-difluoro-2-methylphenol FC=1C(=C(C=CC1F)O)C